ClCCC1CO1 1,2-epoxy-4-chlorobutane